F[B-](F)(F)F.OCCN1CN(C=C1)CCCCCCCC 1-(2'-hydroxyethyl)-3-octyl-imidazole tetrafluoroborate